NC=1C=C(C=C(C1)C(F)(F)F)[C@@H](C)NC1=NC(=NC2=CC(=C(C=C12)C1CCCCC1)OC)C 4-((((R)-1-(3-Amino-5-(trifluoromethyl)phenyl)ethyl)amino)-7-methoxy-2-methylquinazolin-6-yl)cyclohexane